2-pentylheptyl 2-chloroacetate ClCC(=O)OCC(CCCCC)CCCCC